CC1=C(C(=O)OCCC2C(CCCC2)CCO)C=CC(=C1F)\C(\C1=CC=NC=C1)=N/O 2-cyclohexanediethanol methyl-3-fluoro-4-[(1Z)-(hydroxyimino)(pyridin-4-yl)methyl]benzoate